OCC1CCC(CC1)N1N=CC(=C1)C1=C2C(=NNC2=CC=C1)C 4-(1-((1r,4r)-4-(hydroxymethyl)cyclohexyl)-1H-pyrazol-4-yl)-3-methyl-1H-indazole